C(C1=CC=CC=C1)OC(=O)NC=1C=CC2=C(C3=C(O2)C=C(C=C3)S(=O)(=O)N[C@H](C(=O)O)C(C)C)C1 (S)-2-(8-(benzyloxycarbonylamino)dibenzo[b,d]furan-3-sulfonamido)-3-methyl-butanoic acid